1-(4-hydroxy-2-methylphenyl)-3-(2-methyl-6-oxo-1,6-dihydropyridin-3-yl)-6-(trifluoromethyl)-2,3-dihydroquinazolin-4(1H)-one OC1=CC(=C(C=C1)N1CN(C(C2=CC(=CC=C12)C(F)(F)F)=O)C1=C(NC(C=C1)=O)C)C